Trans-2-(1,3-dithian-2-yl)-3-(4-methoxyphenyl)-4-phenylcyclobut-2-ene-1-carboxylic acid methyl ester COC(=O)[C@@H]1C(=C([C@H]1C1=CC=CC=C1)C1=CC=C(C=C1)OC)C1SCCCS1